N1=CC=CC2=CC=C(C(=C12)C(=O)O)C(=O)O 7,8-quinolinedicarboxylic acid